[N+](=O)([O-])C1=CC=C(C=C1)C12C(C3(C(C(CC(C1)(C3)C3=CC=C(C=C3)[N+](=O)[O-])(C2)C2=CC=C(C=C2)[N+](=O)[O-])(C2=CC=CC=C2)C2=CC=CC=C2)C2=CC=C(C=C2)[N+](=O)[O-])(C2=CC=CC=C2)C2=CC=CC=C2 1,3,5,7-tetra(4-nitrophenyl)tetraphenyladamantane